OCCNC(C1=CC(=CC=C1)CN1C=NC2=CC(=CC=C2C1=O)C=1C=NNC1C(F)(F)F)=O N-(2-Hydroxyethyl)-3-((4-oxo-7-(5-(trifluoromethyl)-1H-pyrazol-4-yl)quinazolin-3(4H)-yl)methyl)benzamide